Fmoc-L-2-aminobutyric acid CC[C@@H](C(=O)O)NC(=O)OCC1C2=CC=CC=C2C3=CC=CC=C13